2,2-diethyl-4-(4-chlorophenyl)-1-p-nitrobenzenesulfonylpyrrolidine C(C)C1(N(CC(C1)C1=CC=C(C=C1)Cl)S(=O)(=O)C1=CC=C(C=C1)[N+](=O)[O-])CC